5-methoxy-2,7-dimethyl-4-(4,4,4-trifluorobutyl)quinazoline COC1=C2C(=NC(=NC2=CC(=C1)C)C)CCCC(F)(F)F